C(C)(C)(C)OC(=O)N(C1C(C1)C1=CC=C(C=C1)C=1C(=NOC1C)C)CC1CCN(CC1)CC1=NC=C(C(=O)OC)C=C1 Methyl 6-((4-(((tert-butoxycarbonyl)(2-(4-(3,5-dimethylisoxazol-4-yl)phenyl) cyclopropyl)amino)methyl)piperidin-1-yl)methyl)nicotinate